NC/C(/COC1=CC=C(C=C1)S(=O)(=O)CC1CCN(CC1)C(=O)C1CC(C1)(F)F)=C\F (E)-(4-(((4-((2-(aminomethyl)-3-fluoroallyl)oxy)phenyl)sulfonyl)methyl)piperidin-1-yl)(3,3-difluorocyclobutyl)methanone